2-((1H-benzo[d]imidazol-2-yl)(2-hydroxyphenyl)methyl)isoindolin-1-one N1C(=NC2=C1C=CC=C2)C(N2C(C1=CC=CC=C1C2)=O)C2=C(C=CC=C2)O